C1(CCCC1)C(=O)NC=1C=C(C=CC1)N1N=NC(=C1)C1=C(C(=O)O)C=CN=C1 (1-(3-(cyclopentanecarboxamido)phenyl)-1H-1,2,3-triazole-4-yl)isonicotinic acid